6-({(4E)-4-[3-(3-chlorophenyl)prop-2-yn-1-ylidene]-3,3-dimethylpiperidin-1-yl}carbonyl)pyridine-2-carbonitrile ClC=1C=C(C=CC1)C#C\C=C/1\C(CN(CC1)C(=O)C1=CC=CC(=N1)C#N)(C)C